NC[C@H]1CC[C@H](CO1)N(C1=C2CN(C(C2=CC=C1)=O)C1C(NC(CC1)=O)=O)CCC1CC1 3-(4-(((3R,6R)-6-(aminomethyl)tetrahydro-2H-pyran-3-yl)(2-cyclopropylethyl)amino)-1-oxoisoindolin-2-yl)piperidine-2,6-dione